CC1=CC=C2N1C=1C=CC=CC1C2=O 3-methyl-9H-pyrrolo[1,2-a]indol-9-one